[Au].[Ge].[Ni] nickel-germanium gold